S(=O)(=O)(OCCCCCCCCCCCCCCCCCCCC)[O-] icosyl sulfate